ClC1=CC=CC(=N1)C1=NC(=NC(=N1)NC(C)C)NC1=CC(=NC=C1)CC(C)O {4-[4-(6-chloro-pyridin-2-yl)-6-isopropylamino-[1,3,5]triazin-2-ylamino]-pyridin-2-yl}-propan-2-ol